C1(CCCCCC1)NC(C(CC1CCN(CC1)C)N(C(CCCCCCCCCCCCC)=O)C(CCCCCCC)CCCCCCC)=O N-(1-(cycloheptylamino)-3-(1-methylpiperidin-4-yl)-1-oxopropan-2-yl)-N-(pentadecan-8-yl)tetradecanamide